2-(Di-tert-butylphosphino)-2',4',6'-triisopropyl-3,6-dimethoxy-1,1'-biphenyl C(C)(C)(C)P(C1=C(C(=CC=C1OC)OC)C1=C(C=C(C=C1C(C)C)C(C)C)C(C)C)C(C)(C)C